13-[(3R)-3-(difluoromethyl)pyrrolidin-1-yl]-8-(2,6-difluorophenyl)-3,4,7,9,12-pentazatricyclo[8.4.0.02,6]tetradeca-1(10),2(6),4,7,11,13-hexaene FC([C@H]1CN(CC1)C=1N=CC=2NC(=NC=3C=NNC3C2C1)C1=C(C=CC=C1F)F)F